(5-(2-bromoacetyl)-6-chloropyridin-2-yl)acetamide BrCC(=O)C=1C=CC(=NC1Cl)CC(=O)N